CCC1=NC=C(N=C1)C The molecule is a member of the class of pyrazines that is pyrazine with an ethyl group at position 2 and a methyl group at position 5 or vice versa. Found in tea, soybean paste, chocolate and sesame seed oil. It has a role as a flavouring agent and a Maillard reaction product. It is a member of pyrazines and a volatile organic compound.